COCSC1=CC=C(C=C1)CO {4-[(methoxymethyl)thio]phenyl}methanol